(2R,3R,4R,5R)-4-[[3-(3-methoxy-2-pyridyl)-4,5-dimethyl-5-(trifluoromethyl)tetrahydrofuran-2-carbonyl]amino]pyridine-2-carboxamide COC=1C(=NC=CC1)[C@@H]1[C@@H](O[C@]([C@@H]1C)(C(F)(F)F)C)C(=O)NC1=CC(=NC=C1)C(=O)N